FC=1C=C(C=CC1)CNC(=O)C=1C(=NC2=CC(=CC=C2C1C)C(F)(F)F)C(C)C N-[(3-fluorophenyl)-methyl]-2-isopropyl-4-methyl-7-(trifluoromethyl)-quinoline-3-carboxylic acid amide